fluorocyclobutylamine FNC1CCC1